1-[6-Hydroxy-2-(4-hydroxyphenyl)benzo[b]thien-3-yl]-1-[4-[2-(1-piperidinyl)ethoxy]phenyl]methanone OC=1C=CC2=C(SC(=C2C(=O)C2=CC=C(C=C2)OCCN2CCCCC2)C2=CC=C(C=C2)O)C1